[Si](C)(C)(C(C)(C)C)OCCN1CCN(CC1)CCC(=O)NC1=NC=CC(=C1)NC1=C(N=NC(=C1)C1=C(C=CC(=C1)Cl)F)C(F)(F)F 3-(4-{2-[(tert-butyldimethylsilyl)oxy]ethyl}piperazin-1-yl)-N-(4-{[6-(5-chloro-2-fluorophenyl)-3-(trifluoromethyl)pyridazin-4-yl]amino}pyridin-2-yl)propanamide